(R)-2-((1-(2-cyano-3-(4-(4,6-dicyano-naphthalen-1-yl)piperazin-1-yl)-7-methylquinoxalin-5-yl)ethyl)amino)-benzoic acid C(#N)C1=NC2=CC(=CC(=C2N=C1N1CCN(CC1)C1=CC=C(C2=CC(=CC=C12)C#N)C#N)[C@@H](C)NC1=C(C(=O)O)C=CC=C1)C